ClC=1C(=NC=C(C1)Cl)C(=O)NC=1C=CC=C2C(=CC=NC12)Cl 3,5-dichloro-N-(4-chloroquinolin-8-yl)picolinamide